1,3-Dihydroxypropan-2-one OCC(CO)=O